[Pb].[Sn].[Zr].[Pb].[La] lanthanum-lead-zirconium-tin-lead